7-fluoro-1,3-dihydro-2H-benzo[c]azepine FC1=CC2=C(CNCC=C2)C=C1